sodium (S)-3-(3-(1,5-dimethyl-4-oxido-2-oxo-1,2-dihydropyridin-3-yl)ureido)-3-(3',5'-dimethyl biphenyl-3-yl)propanoate CN1C(C(=C(C(=C1)C)[O-])NC(N[C@@H](CC(=O)[O-])C=1C=C(C=CC1)C1=CC(=CC(=C1)C)C)=O)=O.[Na+].[Na+]